N1=C(C=CC=C1)C1(CC1)NC(=O)[C@@H]1CN(CC[C@H]1NC(=O)C=1N=NN(C1)C1=C(C=C(C=C1)F)F)C1C(CCC1)C (3R,4R)-4-{[1-(2,4-difluoro-phenyl)-1H-[1,2,3]triazole-4-carbonyl]-amino}-1-(2-methyl-cyclopentyl)-piperidine-3-carboxylic acid (1-pyridin-2-yl-cyclopropyl)-amide